2-(methoxycarbonyl)-3-phenylprop-2-en-1-sulfonic acid sodium salt [Na+].COC(=O)C(CS(=O)(=O)[O-])=CC1=CC=CC=C1